BrC=1C=C(C=NC1)C(C(=O)OC)CC(F)F methyl 2-(5-bromopyridin-3-yl)-4,4-difluorobutanoate